3-(5-cyclopropyl-4-iodoisoxazol-3-yl)-1-(3-methyloxetan-3-yl)-1H-pyrazolo[3,4-d]pyrimidin-4-amine C1(CC1)C1=C(C(=NO1)C1=NN(C2=NC=NC(=C21)N)C2(COC2)C)I